BrCC(=O)C1=C(C=CC=C1C)O 2-bromo-1-(2-hydroxy-6-methylphenyl)ethanone